(6,7-dichloro-1-methyl-3,4-dihydropyrido[4,3-b]indolizin-2(1H)-yl)(5-methoxypyrimidin-2-yl)methanone ClC1=C(C=CN2C3=C(C=C12)CCN(C3C)C(=O)C3=NC=C(C=N3)OC)Cl